(R)-3-((5-(1-methylcyclopropyl)-7-(phenylsulfonyl)-7H-pyrrolo[2,3-d]pyrimidin-4-yl)amino)piperidine-1-carboxylic acid tert-butyl ester C(C)(C)(C)OC(=O)N1C[C@@H](CCC1)NC=1C2=C(N=CN1)N(C=C2C2(CC2)C)S(=O)(=O)C2=CC=CC=C2